O1CCC(CCC1)O oxepan-4-ol